4-Methyl-m-phenylendiisocyanate CC1=C(C=C(C=C1)N=C=O)N=C=O